N2-(3-chloro-5-fluorophenyl)-5-(1-isopropyl-1H-pyrazol-4-yl)-N4-(1,2,3,4-tetrahydroisoquinolin-7-yl)pyrimidine-2,4-diamine ClC=1C=C(C=C(C1)F)NC1=NC=C(C(=N1)NC1=CC=C2CCNCC2=C1)C=1C=NN(C1)C(C)C